7-(3-methoxyphenoxy)-1H,2H,3H-cyclopenta[b]quinoline-9-amine COC=1C=C(OC2=CC=3C(=C4C(=NC3C=C2)CCC4)N)C=CC1